NCC(C)(C)C=1C=C(C(=O)NCC(NC=2SC=C(N2)C2=CC(=CC=C2)C2=CC=NC=C2)=O)C=CC1 3-(1-amino-2-methylpropan-2-yl)-N-(2-oxo-2-((4-(3-(pyridin-4-yl)phenyl)thiazol-2-yl)amino)ethyl)benzamide